CC=1C=C(C=CC1OC1=CC2=C(N(C=N2)C)C=C1)NC1=NC=NC2=CC=C(C=C12)OC1CC2CCC(C1)N2C(C=C)=O 1-(exo-3-((4-((3-Methyl-4-((1-methyl-1H-benzo[d]imidazol-5-yl)oxy)phenyl)amino)quinazolin-6-yl)oxy)-8-azabicyclo[3.2.1]octan-8-yl)prop-2-en-1-one